C(C1=CC=CC=C1)C=1NC(=C(N1)C1=CC=CC=C1)C 2-Benzyl-5-methyl-4-phenylimidazole